ClC1=CC=C(C=C1)N1C[C@H](CC1)N(S(=O)(=O)C)C (S)-N-(1-(4-chlorophenyl)pyrrolidin-3-yl)-N-methylmethanesulfonamide